C1N(CC2=CC=CC=C12)CC1=CC(C(=CO1)OCC1CCN(CC1)C=O)=O 4-(((6-(isoindolin-2-ylmethyl)-4-oxo-4H-pyran-3-yl)oxy)methyl)piperidine-1-carbaldehyde